C(C)OC1=C(OCC2=CC=C(C(=O)N(C)C)C=C2)C=CC(=C1)CN1CC2=CC=CC=C2C1 4-((2-Ethoxy-4-(isoindolin-2-ylmethyl)phenoxy)methyl)-N,N-dimethylbenzamide